N-(6-((1H-pyrazol-1-yl)methyl)-5-ethyl-4-methoxybenzo[d]isoxazol-3-yl)-6-methoxy-2H-spiro[benzofuran-3,1'-cyclopropane]-7-sulfonamide N1(N=CC=C1)CC1=CC2=C(C(=NO2)NS(=O)(=O)C2=C(C=CC3=C2OCC32CC2)OC)C(=C1CC)OC